C(C1=CC=CC=C1)OC(=O)N1[C@H](CC[C@H](C1)N(C)C=1C2=C(N=C(N1)NC=1C=NN(C1)CC)NC=C2)C (2S,5R)-5-((2-((1-ethyl-1H-pyrazol-4-yl)amino)-7H-pyrrolo[2,3-d]pyrimidin-4-yl)(methyl)amino)-2-methylpiperidine-1-carboxylic acid benzyl ester